(5-methylsulfanyl-2-hydroxyphenyl)boronic acid CSC=1C=CC(=C(C1)B(O)O)O